FC=1C=C(C=CC1OC1=C2C(=NC=C1)NN=C2NC2(CCC2)CO)NC(=O)C=2C(N(N=CC2)C2=CC=C(C=C2)F)=O N-(3-fluoro-4-((3-((1-(hydroxymethyl)cyclobutyl)amino)-1H-pyrazolo[3,4-b]pyridin-4-yl)oxy)phenyl)-2-(4-fluorophenyl)-3-oxo-2,3-dihydropyridazine-4-carboxamide